FC(C1=NN=C2N1N=C(C1=CC=CC=C21)N2CC=1C=C(C=NC1CC2)C(F)(F)F)(F)F 3-(trifluoromethyl)-6-(3-(trifluoromethyl)-7,8-dihydro-1,6-naphthyridin-6(5H)-yl)-[1,2,4]triazolo[3,4-a]phthalazine